F[C@H]1C[C@@H](N(C1)C=1C=CC=2N(N1)C(=CN2)C(=O)NCC2=CC(=C(C=C2)F)O)C2=CC(=CC(=C2)SC)F 6-[(2R,4S)-4-fluoro-2-[3-fluoro-5-(methylsulfanyl)phenyl]pyrrolidin-1-yl]-N-[(4-fluoro-3-hydroxyphenyl)methyl]imidazo[1,2-b]pyridazine-3-carboxamide